CCCCCCCCCCCCCCCC(=O)O[C@@H]1[C@H]([C@@H]([C@H](O[C@@H]1O[C@@H]2[C@@H]([C@H]([C@@H]([C@H](O2)CO)O)O)O)CO)O)O The molecule is a monoacyl alpha,alpha-trehalose in which the acyl group is specified as palmitoyl (hexadecanoyl) and is located at position 2. It has a role as a bacterial metabolite. It derives from a hexadecanoic acid.